4-(pyridin-2-yl)-3,4-dihydrobenzo[4,5]imidazo[1,2-a][1,3,5]triazin-2-amine N1=C(C=CC=C1)C1NC(=NC=2N1C1=C(N2)C=CC=C1)N